Cl.OC1=C(C=C(C=C1)C1=CN=C(S1)C(=O)N1CCCCC1)OC (5-(4-hydroxy-3-methoxyphenyl)thiazol-2-yl)(piperidin-1-yl)methanone hydrochloride